FC(C(=O)O)(F)F.FC=1C(=C(C=CC1F)C(=O)N1CC(C1)N)NC1=C(C=C(C=C1)I)F 1-({3,4-difluoro-2-[(2-fluoro-4-iodophenyl)amino]phenyl}carbonyl)azetidin-3-amine trifluoroacetate salt